N(=[N+]=[N-])[C@@H]1[C@@H](O[C@H]2C1O[Si](O[Si](OC2)(C(C)C)C(C)C)(C(C)C)C(C)C)N2N=CC1=C2N=C(C=C1N[C@@H](C)C1=C(C=CC=C1)F)Cl 1-((6aR,8R,9S)-9-azido-2,2,4,4-tetraisopropyltetrahydro-6H-furo[3,2-f][1,3,5,2,4]trioxadisilocin-8-yl)-6-chloro-N-((S)-1-(2-fluorophenyl)ethyl)-1H-pyrazolo[3,4-b]pyridin-4-amine